C1(=C(C=CC=C1)OC1=C(C=CC=C1)S(=O)(=O)[O-])C.C[NH+](C)C N,N,N-trimethyl-ammonium toluyloxybenzenesulphonate